2-(piperidin-1-yl)-5-(4,4,5,5-tetramethyl-1,3,2-dioxaborolan-2-yl)pyrimidine N1(CCCCC1)C1=NC=C(C=N1)B1OC(C(O1)(C)C)(C)C